tert-butyl (R)-4-(1-((6-methoxy-2-methylpyrazolo[1,5-b]pyridazin-5-yl)carbamoyl)-2,3-dihydro-1H-pyrrolo[2,3-b]pyridin-4-yl)-2-methylpiperazine-1-carboxylate COC=1C(=CC=2N(N1)N=C(C2)C)NC(=O)N2CCC=1C2=NC=CC1N1C[C@H](N(CC1)C(=O)OC(C)(C)C)C